FC=1C=C(C=CC1F)N1C(CCCC1=O)C=1N=C2N(C=CC(=C2)C=2C=C(C(N(C2)C)=O)C)C1C=1SC=C(N1)CO 5-(2-(1-(3,4-difluorophenyl)-6-oxopiperidin-2-yl)-3-(4-(hydroxymethyl)thiazol-2-yl)imidazo[1,2-a]pyridin-7-yl)-1,3-dimethylpyridin-2(1H)-one